6-(4-chlorophenyl)-2-(5-fluoropyridin-3-yl)-N-(2-hydroxy-2-methylpropyl)-3-oxo-2,3-dihydropyridazine-4-carboxamide ClC1=CC=C(C=C1)C=1C=C(C(N(N1)C=1C=NC=C(C1)F)=O)C(=O)NCC(C)(C)O